7-bromo-2-(prop-1-yn-1-yl)-3-(2,2,2-trifluoroethyl)pyrazolo[1,5-a]pyridine BrC1=CC=CC=2N1N=C(C2CC(F)(F)F)C#CC